FC1=CC=C(C=C1)C(N1C[C@@H](N(C[C@H]1C)C1=C2N=CN(C2=NC(=N1)Cl)CCN(C(OC(C)(C)C)=O)C)C)C1=CC=C(C=C1)F tert-Butyl (2-(6-((2S,5R)-4-(bis(4-fluorophenyl)methyl)-2,5-dimethylpiperazin-1-yl)-2-chloro-9H-purin-9-yl)ethyl)(methyl)carbamate